NC1=C(C=CC(=C1)N1CCN(CC1)S(=O)(=O)C)O 2-amino-4-(4-(methylsulfonyl)piperazin-1-yl)phenol